7-bromo-3-chloroquinoline BrC1=CC=C2C=C(C=NC2=C1)Cl